5,7-Difluoro-1-(5-(4-(methylsulfonyl)piperazin-1-yl)pyrimidin-2-yl)-1H-indazol-6-ol FC=1C=C2C=NN(C2=C(C1O)F)C1=NC=C(C=N1)N1CCN(CC1)S(=O)(=O)C